2,4,5,6-O-tetranonanoyl-sorbitol C(CCCCCCCC)(=O)[C@@](CO)(O)[C@@H](O)[C@](O)([C@](O)(COC(CCCCCCCC)=O)C(CCCCCCCC)=O)C(CCCCCCCC)=O